(R)-5-(3-aminopiperidin-1-yl)-N-(2-bromo-4-morpholinophenyl)pyrazolo[1,5-a]pyrimidine-3-carboxamide trifluoroacetate salt FC(C(=O)O)(F)F.N[C@H]1CN(CCC1)C1=NC=2N(C=C1)N=CC2C(=O)NC2=C(C=C(C=C2)N2CCOCC2)Br